urea trifluoroacetate salt FC(C(=O)O)(F)F.NC(=O)N